propyl-peroxybutane C(CC)OOCCCC